3-(1H-indol-5-yl)-N-(p-tolyl)pyrazolo[1,5-a]pyridine-5-carboxamide N1C=CC2=CC(=CC=C12)C=1C=NN2C1C=C(C=C2)C(=O)NC2=CC=C(C=C2)C